ClC=1C(NN=CC1N1CCN(CC1)[C@H](C)C=1C(=NC=CC1)CC)=O 4-chloro-5-[4-[(1R)-1-(2-ethylpyridin-3-yl)ethyl]piperazin-1-yl]-2,3-dihydropyridazin-3-one